N-(3-(4-methylpiperazin-1-yl)propyl)oxazole-4-carboxamide CN1CCN(CC1)CCCNC(=O)C=1N=COC1